3-(benzyloxy)-4,5-dihydroxybenzoic acid C(C1=CC=CC=C1)OC=1C=C(C(=O)O)C=C(C1O)O